C1(=CC=C(C=C1)P(C1=C(SC(=C1P(C1=CC=C(C=C1)C)C1=CC=C(C=C1)C)C1=CC=CC=C1)C1=CC=CC=C1)C1=CC=C(C=C1)C)C 3,4-bis(di-p-tolylphosphino)-2,5-diphenylthiophene